COC(C1=C(C=C(C=C1)N1N=CN(C1=O)CC1=C(C=CC=C1F)F)F)=O 4-(4-(2,6-difluorobenzyl)-5-oxo-4,5-dihydro-1H-1,2,4-triazol-1-yl)-2-fluorobenzoic acid methyl ester